methyl-2-methylsulfonyloxy-ethoxylpyrazole-1-carboxylate COC(=O)N1N=C(C=C1)OCCOS(=O)(=O)C